N-(3-(4-amino-3-(4-((5-fluoro-2-methoxybenzamido)methyl)phenyl)-1H-pyrazolo[3,4-d]pyrimidin-1-yl)cyclohexyl)-N-methyl-1H-1,2,4-triazole-1-carboxamide NC1=C2C(=NC=N1)N(N=C2C2=CC=C(C=C2)CNC(C2=C(C=CC(=C2)F)OC)=O)C2CC(CCC2)N(C(=O)N2N=CN=C2)C